1-(2-chlorophenyl)-4-phenylbut-3-yn-2-one ClC1=C(C=CC=C1)CC(C#CC1=CC=CC=C1)=O